FC1=NNC2=CC=C(C=C12)C#CC1=NC(=NC=C1)C1=NC(=NC=C1)N1CC2=CC=C(C=C2C1)C#N 3-fluoro-5-((2'-(5-cyanoisoindolin-2-yl)-[2,4'-bipyrimidinyl]-4-yl)ethynyl)-1H-indazole